O=C1NC(CCC1N1C(C2=CC=C(C=C2C1=O)NCCOCCNC(C1=CC=C(C(=O)NC2=CC3=C(NC(=N3)CN3[C@H](CCC3)C)C=C2)C=C1)=O)=O)=O N1-(2-(2-((2-(2,6-dioxopiperidin-3-yl)-1,3-dioxoisoindolin-5-yl)amino)ethoxy)ethyl)-N4-(2-(((S)-2-methylpyrrolidin-1-yl)methyl)-1H-benzo[d]imidazol-5-yl)terephthalamide